L-lysine Methyl ester COC([C@@H](N)CCCCN)=O